5-[4-(3,5-dichloro-2-pyridyl)piperazine-1-carbonyl]-2-hydroxy-6-(trifluoromethyl)pyridine-3-carbonitrile ClC=1C(=NC=C(C1)Cl)N1CCN(CC1)C(=O)C=1C=C(C(=NC1C(F)(F)F)O)C#N